(2S)-N-[5-(2,4-difluorophenoxy)pyrazin-2-yl]-2-(3,3-dimethylpiperazin-1-yl)propanamide FC1=C(OC=2N=CC(=NC2)NC([C@H](C)N2CC(NCC2)(C)C)=O)C=CC(=C1)F